NC=1C=C(C=C(C1)N)S(=O)(=O)O 3,5-diaminobenzenesulfonic acid